ClC=1C(=NC=C(C1)C1=CC(=CC=C1)CC)C(=O)N1CCC(CC1)CN1CCN(CC1)CC(=O)N1CCN(CC1)C(=O)C=1C=C(C=CC1F)CC1=NNC(C2=CC=CC=C12)=O 4-[[3-[4-[2-[4-[[1-[3-chloro-5-(3-ethylphenyl)pyridine-2-carbonyl]-4-piperidyl]methyl]piperazin-1-yl]acetyl]piperazine-1-carbonyl]-4-fluoro-phenyl]methyl]-2H-phthalazin-1-one